Butylamine Acetate C(C)(=O)O.C(CCC)N